O(C1=CC=CC=C1)CC1OC(OC1)=O 4-Phenoxymethyl-1,3-dioxolan-2-on